1,3,5-tris(4-bromo-1,1'-biphenyl-4'-yl)benzene methyl-4-(2,3-dichloro-6-methoxyphenyl)piperidine-2-carboxylate COC(=O)C1NCCC(C1)C1=C(C(=CC=C1OC)Cl)Cl.BrC1=CC=C(C=C1)C1=CC=C(C=C1)C1=CC(=CC(=C1)C1=CC=C(C=C1)C1=CC=C(C=C1)Br)C1=CC=C(C=C1)C1=CC=C(C=C1)Br